ICCCOC1=CC=C(C=C1)OCCCI 1,4-bis(3-iodopropoxy)benzene